C(#N)[C@H](CC1=CC=C(C=C1)C=1C=CC2=C(N(C(O2)=O)C)C1)NC(=O)[C@H]1OC[C@@H](CCNC1)O |o1:27| (2S,7R*)-N-[(1S)-1-cyano-2-[4-(3-methyl-2-oxo-2,3-dihydro-1,3-benzoxazol-5-yl)phenyl]ethyl]-7-hydroxy-1,4-oxazocane-2-carboxamide